ClC1=C2C(=NC(=C1)C)NC(=C2)C(=O)N[C@@H]2[C@]([C@H]1C([C@@H](C2)C1)(C)C)(C)O 4-chloro-N-[(1R,2R,3S,5R)-2-hydroxy-2,6,6-trimethyl-norpinan-3-yl]-6-methyl-1H-pyrrolo[2,3-b]pyridine-2-carboxamide